1,4-dimethylpyrrolo[2,3-b]pyridine CN1C=CC=2C1=NC=CC2C